ClC1=NC=C(C(=N1)NCC1=CC(=CC=C1)C(N(C)C)=O)C(=O)N 2-chloro-4-[[3-(dimethyl-carbamoyl)benzyl]amino]pyrimidin-5-carboxamide